COC1=C(C(=CC=C1)O)O 3-methoxy-1,2-benzenediol